Phenylmethylbenzylsulfonium hexafluoroantimonate F[Sb-](F)(F)(F)(F)F.C1(=CC=CC=C1)C[SH+]CC1=CC=CC=C1